6-amino-7-(7-fluoro-1H-indazole-4-yl)-2-{[2-fluoro-4-(methylsulfonyl)phenyl]amino}-9-isopropyl-7,9-dihydro-8H-purine-8-one NC1=C2N(C(N(C2=NC(=N1)NC1=C(C=C(C=C1)S(=O)(=O)C)F)C(C)C)=O)C1=C2C=NNC2=C(C=C1)F